[Te-2].[Mn+2].[Cd+2].[Te-2] cadmium Manganese Telluride